C(C1=CC=CC=C1)[C@](N(C)C([C@@H](N)[C@H](OC(C)=O)C)=O)(C(C)C)C(=O)O benzyl-N-(O-acetyl-L-threonyl)-N-methyl-L-valine